(3S,7S)-12-(benzyloxy)-N-(2,4-difluorobenzyl)-3-methyl-6-methylene-1,11-dioxo-1,4,5,6,7,11-hexahydro-3H-2,7-methanopyrido[1,2-a][1,4]diazonine-10-carboxamide C(C1=CC=CC=C1)OC=1C(C(=CN2C1C(N1[C@H](CCC([C@H]2C1)=C)C)=O)C(=O)NCC1=C(C=C(C=C1)F)F)=O